(E)-6,6-dimethyl-1-(3-(3,4,5-trimethoxyphenyl)acryloyl)-5,6-dihydropyridin-2(1H)-one CC1(CC=CC(N1C(\C=C\C1=CC(=C(C(=C1)OC)OC)OC)=O)=O)C